ClC1=CC=C(C=C1)[C@@H]1CCC(O1)=O (S)-5-(4-chlorophenyl)dihydrofuran-2(3H)-one